NC=1N=CC(=NC1OC(C)C1=C(C(=CC=C1Cl)F)Cl)C=1C=NC=C(C(=O)NCCN2CCOCC2)C1 5-{5-amino-6-[1-(2,6-dichloro-3-fluoro-phenyl)-ethoxy]-pyrazin-2-yl}-N-(2-morpholin-4-yl-ethyl)-nicotinamide